4-methoxy-2-(pyridin-2-yl)quinolin COC1=CC(=NC2=CC=CC=C12)C1=NC=CC=C1